9-ethyl-7,9-dihydro-8H-purin-8-one C(C)N1C2=NC=NC=C2NC1=O